2-butoxy-7-(4-(piperidin-1-ylmethyl)benzyl)-5H-pyrrolo[3,2-d]pyrimidin-4-amine C(CCC)OC=1N=C(C2=C(N1)C(=CN2)CC2=CC=C(C=C2)CN2CCCCC2)N